[Si](C1=CC=CC=C1)(C1=CC=CC=C1)(C(C)(C)C)OC1=C(C=C(C=C1)Cl)C1=C2C(=NC=C1)C=CN2 7-(2-((tert-butyldiphenylsilyl)oxy)-5-chlorophenyl)-1H-pyrrolo[3,2-b]pyridine